C(C)(C)(C)C1=NC=CC(=N1)N 2-(tert-butyl)pyrimidin-4-amine